tert-butyl 4-(6-(4-chloro-3-ethyl-1H-pyrrolo[2,3-b]pyridin-5-yl)pyridin-2-yl)-3-oxopiperazine-1-carboxylate ClC1=C2C(=NC=C1C1=CC=CC(=N1)N1C(CN(CC1)C(=O)OC(C)(C)C)=O)NC=C2CC